β-(3,4-epoxycyclohexyl)ethyl-methoxyethoxydimethylsilane C1(CC2C(CC1)O2)CC[Si](C)(C)OCCOC